(2R)-3-(3-cyano-1H-pyrazol-1-yl)-2-hydroxypropionate C(#N)C1=NN(C=C1)C[C@H](C(=O)[O-])O